(3-methoxy-5-methylpyrazin-2-yl)-2-[4-(1,3,4-oxadiazol-2-yl)phenyl]pyridine-3-sulfonamide COC=1C(=NC=C(N1)C)C1=C(C(=NC=C1)C1=CC=C(C=C1)C=1OC=NN1)S(=O)(=O)N